7-bromo-3,4-dihydronaphthalene BrC1=CC=C2CCC=CC2=C1